Diethylenglycol diacrylat C(C=C)(=O)OCCOCCOC(C=C)=O